N-[(2-amino-3-chloroquinolin-7-yl)methyl]-N-(4-fluoro-2-methanesulfonylphenyl)-1-(propan-2-yl)-1H-pyrazole-4-carboxamide NC1=NC2=CC(=CC=C2C=C1Cl)CN(C(=O)C=1C=NN(C1)C(C)C)C1=C(C=C(C=C1)F)S(=O)(=O)C